2,4,5-trimethyl-1,3-dioxolan-2-yl fluoride CC1(OC(C(O1)C)C)F